8-Methoxy-2-thioxo-3-(6-((5-(trifluoromethyl)pyridin-3-yl)oxy)benzo[d]thiazol-2-yl)-2,3-dihydro-4H-pyrido[2,3-e][1,3]oxazin-4-one COC1=CC=NC=2C(N(C(OC21)=S)C=2SC1=C(N2)C=CC(=C1)OC=1C=NC=C(C1)C(F)(F)F)=O